CC1OCC=2C=NC=3C=NC(=CC3C21)C(=O)N[C@H]2COC1=C2C=CC(=C1)C(F)(F)F methyl-N-((3R)-6-(trifluoromethyl)-2,3-dihydro-1-benzofuran-3-yl)-1,3-dihydrofuro[3,4-c][1,7]naphthyridine-8-carboxamide